ClC1=NC=CC(=C1F)CN[C@H](C(=O)O)CCC(C)(C)C (2S)-2-{[(2-chloro-3-fluoropyridin-4-yl)methyl]amino}-5,5-dimethylhexanoic acid